Cl.C[C@@H]1NC[C@H](NC1)CO ((2S,5S)-5-methylpiperazin-2-yl)methanol hydrochloride